C1NCC2N1C1=CC=CC=C1NC2=O tetrahydroimidazo[1,5-a]quinoxalin-4(5H)-one